hexadecyl-fluorodecanediol C(CCCCCCCCCCCCCCC)C(C(O)(O)F)CCCCCCCC